tert-butyl (cis)-2-(3-fluoro-4-(7-((3-(4-fluoropiperidin-1-yl)propyl)carbamoyl)-6-methoxybenzo[d]imidazo[2,1-b]thiazol-2-yl)phenyl)-4-hydroxypyrrolidine-1-carboxylate FC=1C=C(C=CC1C=1N=C2SC3=C(N2C1)C=C(C(=C3)C(NCCCN3CCC(CC3)F)=O)OC)[C@@H]3N(C[C@@H](C3)O)C(=O)OC(C)(C)C